N-(6-bromo-4-chloro-1H-indol-2-yl)-3,3-dimethylbutyramide BrC1=CC(=C2C=C(NC2=C1)NC(CC(C)(C)C)=O)Cl